5-benzoylamino-3-(1-(2-pentyl)piperidin-4-yl)-1H-indole C(C1=CC=CC=C1)(=O)NC=1C=C2C(=CNC2=CC1)C1CCN(CC1)C(C)CCC